4-(6-(((4R,8S,9aS)-2-(8-cyanoquinolin-5-yl)-4-methyl-octahydro-2H-pyrido[1,2-a]pyrazin-8-yl)oxy)pyridin-3-yl)piperazine-1-carboxylic acid tert-butyl ester C(C)(C)(C)OC(=O)N1CCN(CC1)C=1C=NC(=CC1)O[C@@H]1C[C@@H]2N([C@@H](CN(C2)C2=C3C=CC=NC3=C(C=C2)C#N)C)CC1